Cl.ClC1=NN2C(N=CC(=C2[C@H](C)OC)NC2=CC=C(C=C2)[C@@H](C(F)(F)F)N(C(=O)C2CN(CC2)C)C)=N1 N-[(1S)-1-[4-({2-chloro-7-[(1S)-1-methoxyethyl]-[1,2,4]triazolo[1,5-a]pyrimidin-6-yl}amino)phenyl]-2,2,2-trifluoroethyl]-N,1-dimethylpyrrolidine-3-carboxamide hydrochloride